6-(2-methoxypyrimidin-5-yl)-2-(1-methyl-1H-pyrazol-4-yl)-3-oxo-2,3-dihydropyridazine-4-carboxylic acid COC1=NC=C(C=N1)C=1C=C(C(N(N1)C=1C=NN(C1)C)=O)C(=O)O